C(C)(C)(C)OC([C@H](CCCSC=1SC2=C(N1)C=CC=C2)NC(=O)OCC2=CC=CC=C2)=O (S)-5-(benzo[d]thiazol-2-ylthio)-2-(((benzyloxy)carbonyl)amino)pentanoic acid tert-butyl ester